C(C)(C)[C@@H]1[C@H](C1)C(=O)OCC ethyl (1S,2R)-2-isopropylcyclopropane-1-carboxylate